C12CN(CC(CC1)C2)C2=NN=C(S2)C=2C(=CC(=NC2)C2=CC=C1N2N=CC(=C1)C#N)NC(C)C 7-(5-(5-(3-azabicyclo[3.2.1]octan-3-yl)-1,3,4-thiadiazol-2-yl)-4-(isopropylamino)pyridin-2-yl)pyrrolo[1,2-b]pyridazine-3-carbonitrile